3-[(isopropylsulfonyl)methyl]-N-(5-methyl-1,3,4-oxadiazole-2-yl)-5-(trifluoromethyl)-1,2,4-triazolo[4,3-a]pyridine-8-carboxamide C(C)(C)S(=O)(=O)CC1=NN=C2N1C(=CC=C2C(=O)NC=2OC(=NN2)C)C(F)(F)F